C(C)(=O)N1CCN(CC1)C1=NC=C(C=N1)CC(=O)NC(C=1OC(=CC1)C)C1=C(C=C(C=C1)C)N1CCCCC1 2-[2-(4-acetylpiperazin-1-yl)pyrimidin-5-yl]-N-{[4-methyl-2-(piperidin-1-yl)phenyl](5-methylfuran-2-yl)methyl}acetamide